2-(p-tolyl)isonicotinic acid methyl ester COC(C1=CC(=NC=C1)C1=CC=C(C=C1)C)=O